NCC=1C=C(OC=2C=CC(=C(C2)C2=NNC=C2NC(=O)C=2C=NN3C2N=CC=C3)OC(F)F)C=CC1 N-[3-[5-[3-(aminomethyl)phenoxy]-2-(difluoromethoxy)phenyl]-1H-pyrazol-4-yl]pyrazolo[1,5-a]pyrimidine-3-carboxamide